C(#N)C1=CC(=C(COC2=CC=CC(=N2)C2=CC=C(C3=C2CCO3)CC3=NC2=C(N3C[C@H]3OCC3)C=C(C=C2)C(=O)O)C=C1)F (S)-2-((4-(6-((4-cyano-2-fluorobenzyl)oxy)pyridin-2-yl)-2,3-dihydrobenzofuran-7-yl)methyl)-1-(oxetan-2-ylmethyl)-1H-benzo[d]imidazole-6-carboxylic acid